(2s,4r)-1-((R)-2-((tert-butoxycarbonyl)amino)-3-cyclohexylpropionyl)-4-(piperidin-1-yl)pyrrolidine-2-carboxylic acid methyl ester COC(=O)[C@H]1N(C[C@@H](C1)N1CCCCC1)C([C@@H](CC1CCCCC1)NC(=O)OC(C)(C)C)=O